(3R,4S)-N-(5-fluoro-2-methyl-3-(6-(4-(piperazin-1-ylmethyl)phenyl)-7H-pyrrolo[2,3-d]pyrimidin-4-yl)phenyl)-3-hydroxy-4-isobutylpyrrolidine-1-carboxamide FC=1C=C(C(=C(C1)NC(=O)N1C[C@@H]([C@H](C1)CC(C)C)O)C)C=1C2=C(N=CN1)NC(=C2)C2=CC=C(C=C2)CN2CCNCC2